2,3,4,5,6-pentafluorobenzenedodecaneamine FC1=C(C(=C(C(=C1F)F)F)F)CCCCCCCCCCCCN